1-[3-[4-Hydroxy-5-methyl-2-[2-[4-(morpholinomethyl)phenyl]ethyl]pyrazol-3-yl]-1H-1,2,4-triazol-5-yl]-6-methyl-imidazo[1,5-a]pyrazine-3-carboxamide OC1=C(N(N=C1C)CCC1=CC=C(C=C1)CN1CCOCC1)C1=NNC(=N1)C=1N=C(N2C1C=NC(=C2)C)C(=O)N